BrC1=NO[C@H](C1)C=1C=CC(=C(NC2=CC(=CC=C2)C(F)(F)F)C1)OC 5-[(5R)-3-bromo-4,5-dihydroisoxazol-5-yl]-2-methoxy-N-[3-(trifluoromethyl)phenyl]aniline